(6aR)-8-acryloyl-1-(4-cyano-2,2-dimethylpyrrolidin-1-yl)-4-chloro-3-(2-fluoro-6-hydroxyphenyl)-6,6a,7,8,9,10-hexahydro-12H-pyrazino[2,1-c]pyrido[3,4-f][1,4]oxazepin-12-one C(C=C)(=O)N1C[C@@H]2COC3=C(C(N2CC1)=O)C(=NC(=C3Cl)C3=C(C=CC=C3O)F)N3C(CC(C3)C#N)(C)C